COC(=O)C1=CC=2NN=C(C2S1)C#CCO 3-(3-hydroxy-1-propyn-1-yl)-1H-thieno[3,2-c]pyrazole-5-carboxylic acid methyl ester